N1N=CC=2N=CN=C(C21)C(=O)[O-] pyrazolo[4,3-d]pyrimidine-7-carboxylate